NC1=C(C=C(C=N1)NC(C(N1[C@H](CC[C@@H](C1)C)C=1C=CC2=C(N=C(S2)[C@H]2CN(C(C2)(C)C)C)C1)=O)=O)CC N-(6-amino-5-ethyl-3-pyridyl)-2-oxo-2-[(2R,5S)-5-methyl-2-[2-[(3R)-1,5,5-trimethylpyrrolidin-3-yl]-1,3-benzothiazol-5-yl]-1-piperidyl]acetamide